N-(4-(Benzo[d][1,3]dioxol-5-ylamino)-2-(naphthalen-1-yl)quinazolin-6-yl)-4-(tert-butyl)benzamide O1COC2=C1C=CC(=C2)NC2=NC(=NC1=CC=C(C=C21)NC(C2=CC=C(C=C2)C(C)(C)C)=O)C2=CC=CC1=CC=CC=C21